ClC1=C(CN2C3=C(SC(C2=O)C)C=CC(=C3)NC(=O)NC3=CNC2=CC=CC=C32)C(=CC=C1)F 1-(4-(2-chloro-6-fluorobenzyl)-2-methyl-3-oxo-3,4-dihydro-2H-benzo[b][1,4]thiazin-6-yl)-3-(1H-indol-3-yl)urea